C(C)(C)(C)OC(=O)N1CCN(CC1)C1=CC(=C(C(=O)O)C(=C1)OC)CO 4-(4-(tert-Butoxycarbonyl)piperazin-1-yl)-2-(hydroxymethyl)-6-methoxybenzoic acid